BrC=1C=C2C(=NC1Cl)C=CS2 6-bromo-5-chlorothieno[3,2-b]pyridine